methyl (2R)-2-hydroxyhex-5-enoate O[C@@H](C(=O)OC)CCC=C